((1R)-1-(3-((3-methoxyphenylethyl)amino)-2-methyl-3-oxopropanamido)-2-phenylethyl)boronic acid COC=1C=C(C=CC1)CCNC(C(C(=O)N[C@@H](CC1=CC=CC=C1)B(O)O)C)=O